(5-chloro-2-(1H-tetrazol-1-yl)phenyl)pyrimidin-4-ol ClC=1C=CC(=C(C1)C1=NC=CC(=N1)O)N1N=NN=C1